FC1=CC=C(C=C1)C1SCC(N1C=1C=NC(=CC1)C)=O 2-(4-Fluorophenyl)-3-(6-methylpyridin-3-yl)-1,3-thiazolidin-4-one